C1(=CC=CC=C1)C(CN)C1=CC=CC=C1 2,2-diphenylethylamine